3',5'-dichloro-2,6-dimethyl-1,1'-biphenyl ClC=1C=C(C=C(C1)Cl)C1=C(C=CC=C1C)C